1,1-bis(3,5-dimethyl-4-hydroxyphenyl)nonane CC=1C=C(C=C(C1O)C)C(CCCCCCCC)C1=CC(=C(C(=C1)C)O)C